N-((R)-1-cyanopyrrolidin-3-yl)-5-methyl-1-(1-phenylethyl)-1H-pyrazole-3-carboxamide C(#N)N1C[C@@H](CC1)NC(=O)C1=NN(C(=C1)C)C(C)C1=CC=CC=C1